ClC1=C(C=2N(C(=C1)C)C=CN2)NC2=C(C(=CC=C2Cl)OC)C 7-chloro-N-(6-chloro-3-methoxy-2-methylphenyl)-5-methylimidazo[1,2-a]pyridin-8-amine